3-(2-fluoro-5-(4-methylpiperazin-1-yl)phenyl)-5-(2-fluoro-6-methylphenyl)-1H-pyrazolo[4,3-c]pyridazin-6(5H)-one FC1=C(C=C(C=C1)N1CCN(CC1)C)C1=NNC=2C1=NN(C(C2)=O)C2=C(C=CC=C2C)F